2-(7-(4-amino-2-ethyl-5-methoxyphenyl)-7-azaspiro[3.5]nonan-2-yl)acetonitrile NC1=CC(=C(C=C1OC)N1CCC2(CC(C2)CC#N)CC1)CC